6-(Cyclopropanecarbonylamino)-4-[(5-ethyl-1-methyl-4-oxo-pyrrolo[3,2-c]pyridin-3-yl)amino]-N-(methyl-d3)pyridine-3-carboxamide C1(CC1)C(=O)NC1=CC(=C(C=N1)C(=O)NC([2H])([2H])[2H])NC1=CN(C2=C1C(N(C=C2)CC)=O)C